OC[C@H]1O[C@H]([C@@H]([C@H]([C@@H]1O)O)O)C1=CC=C(C=C1)CC1=CC=C(C=C1)OC (2R,3S,4R,5R,6S)-2-(hydroxymethyl)-6-(4-(4-methoxybenzyl)phenyl)tetrahydro-2H-pyran-3,4,5-triol